ClC1=NC(=C2N=CN(C2=N1)C1=CC=C(C=C1)OC)Cl 2,6-dichloro-9-(4-methoxyphenyl)-9H-purine